O=C1C=CC2=C(N=C(N=C2)N[C@H]2CN(CC2)C(=O)C2=CC=C(C=C2)NC(C=C)=O)N1 (R)-N-(4-(3-((7-oxo-7,8-dihydropyrido[2,3-d]pyrimidin-2-yl)amino)pyrrolidine-1-carbonyl)phenyl)acrylamide